5-(4-[(4-(1-(4-amino-2-cyclopropyl-5-methoxyphenyl)piperidin-4-yl)piperazin-1-yl)methyl-yl]piperidin-1-yl)-2-(2,6-dioxopiperidin-3-yl)-2,3-dihydro-1H-isoindole-1,3-dione NC1=CC(=C(C=C1OC)N1CCC(CC1)N1CCN(CC1)C=C1CCN(CC1)C=1C=C2C(N(C(C2=CC1)=O)C1C(NC(CC1)=O)=O)=O)C1CC1